OCCCOC1=C(C=CC=C1)C1=CC=CC=N1 6-[2-(3-hydroxypropoxy)phenyl]pyridine